C=C1C(=O)OCCC1 2-methylenevalerolactone